CN(C1=NC=2C=CC=CC2C=2N1N=C(C2)CNC(C2=C(C=CC=C2)OC(F)(F)F)=O)C N-((5-(dimethylamino)pyrazolo[1,5-c]quinazolin-2-yl)methyl)-2-(trifluoromethoxy)benzamide